((1S,4R,6R)-6-((5-chloropyridin-2-yl)oxy)-2-azabicyclo[2.2.1]heptan-2-yl)(2-(5-fluoropyrimidin-2-yl)phenyl)methanone ClC=1C=CC(=NC1)O[C@@H]1C[C@@H]2CN([C@H]1C2)C(=O)C2=C(C=CC=C2)C2=NC=C(C=N2)F